N-bis(dimethylamino)methylene-ammonium chloride [Cl-].CN(C)C(=[NH2+])N(C)C